3-(4-acetylphenyl)tetrahydrofuran C(C)(=O)C1=CC=C(C=C1)C1COCC1